CNCC1=NOC(=C1)COC1=C2CN(C(C2=CC=C1)=O)C1C(NC(CC1)=O)=O 3-(4-((3-((METHYLAMINO)METHYL)ISOXAZOL-5-YL)METHOXY)-1-OXOISOINDOLIN-2-YL)PIPERIDINE-2,6-DIONE